(4-([METHYL(1-METHYLPIPERIDIN-4-YL)AMINO]METHYL)PHENYL)BORANEDIOL CN(C1CCN(CC1)C)CC1=CC=C(C=C1)B(O)O